(S)-3-(((3-Chloropyrazin-2-yl)methyl)carbamoyl)pyrrolidine-1-carboxylic acid benzyl ester C(C1=CC=CC=C1)OC(=O)N1C[C@H](CC1)C(NCC1=NC=CN=C1Cl)=O